(E)-2-(3,7-dimethylocta-2,6-dien-1-yl)-3-methoxy-5-(2-methyloctan-2-yl)phenol C\C(=C/CC1=C(C=C(C=C1OC)C(C)(CCCCCC)C)O)\CCC=C(C)C